[Na+].C(C=C)(=O)NCS(=O)(=O)[O-] acrylamidomethanesulfonic acid, sodium salt